(R)-N-{(E)-[(1R,5S,8s)-3-benzyl-3-azabicyclo[3.2.1]oct-8-yl]methylene}-2-methylpropane-2-sulfinamide C(C1=CC=CC=C1)N1C[C@@H]2CC[C@H](C1)C2\C=N\[S@](=O)C(C)(C)C